tris(dibenzo[b,d]thiophen-3-yl)-[1,1'-biphenyl]-3-carbonitrile C1=CC(=CC=2SC3=C(C21)C=CC=C3)C=3C(=C(C(=C(C3)C3=CC=CC=C3)C=3C=CC2=C(SC1=C2C=CC=C1)C3)C#N)C=3C=CC1=C(SC2=C1C=CC=C2)C3